CN1C2=C(OC[C@@H](C1=O)NC(C(=O)NCCC1=CC=CC=C1)=O)C=CC(=C2)C#CC2COC2 (S)-N1-(5-methyl-7-(oxetan-3-ylethynyl)-4-oxo-2,3,4,5-tetrahydrobenzo[b][1,4]oxazepin-3-yl)-N2-phenethyloxalamide